C[C@H]1[C@]2(C[C@@H](CC2)C(=C)C)C(=CC(C1)O)C (3R,5S,6R)-6,10-dimethyl-3-prop-1-en-2-ylspiro[4.5]dec-9-en-8-ol